glutamine stearate C(CCCCCCCCCCCCCCCCC)(=O)O.N[C@@H](CCC(N)=O)C(=O)O